N1N=NN=C1C1=CC=C(C=C1)C=1C=C(C=C(C(=O)O)C1)C(=O)O 5-(4-(5-tetrazolyl)phenyl)isophthalic acid